trans-1-{4-[2-[4-(2,3-dichlorophenyl)-piperazin-1-yl]ethyl]cyclohexyl}-3,3-dimethylurea ClC1=C(C=CC=C1Cl)N1CCN(CC1)CC[C@@H]1CC[C@H](CC1)NC(=O)N(C)C